C1(CC1)C(=O)NC1=NC=C(C(=O)NC([2H])([2H])[2H])C(=C1)NC1=CN(C=2C=NN(C(C21)=O)C(C(F)(F)F)C)C 6-(Cyclopropanecarboxamido)-N-(methyl-d3)-4-((1-methyl-4-oxo-5-(1,1,1-trifluoropropan-2-yl)-4,5-dihydro-1H-pyrrolo[2,3-d]pyridazin-3-yl)amino)nicotinamide